CN(/N=C/C1=C(C=CC=C1Cl)Cl)C methyl-(E)-2-(2,6-dichlorobenzylidene)-1-methylhydrazine